N-methyl-ethanamine hydrochloride Cl.CNCC